S1C=NC2=C1C=CC(=C2)CN(C(=O)[C@@H]2[C@H](CCC2)S(=O)(=O)C2=CC=C(C)C=C2)C2CCC(CC2)(F)F |r| rac-(1R*,2S*)-2-(Toluene-4-sulfonyl)-cyclopentanecarboxylic acid benzothiazol-5-ylmethyl-(4,4-difluoro-cyclohexyl)-amide